trimethyl-(3-((1s,2s,3s,4r)-3-(trimethylsilyl)bicyclo[2.2.1]heptan-2-yl)naphthalen-2-yl)silane C[Si](C1=CC2=CC=CC=C2C=C1[C@@H]1[C@H]2CC[C@@H]([C@@H]1[Si](C)(C)C)C2)(C)C